2-N-[2-(4-formylcyclohexyl)-5-morpholino-1,3-benzoxazol-6-yl]-6-(trifluoromethyl)pyridine-2-carboxamide C(=O)C1CCC(CC1)C=1OC2=C(N1)C=C(C(=C2)NC(=O)C2=NC(=CC=C2)C(F)(F)F)N2CCOCC2